3-((Tert-butyldimethylsilyl)oxy)cycloheptan-1-ol [Si](C)(C)(C(C)(C)C)OC1CC(CCCC1)O